4-fluoro-3-(4,4,5,5-tetramethyl-1,3,2-dioxaborolan-2-yl)benzonitrile FC1=C(C=C(C#N)C=C1)B1OC(C(O1)(C)C)(C)C